CC(C)C1=NN=C2N1C=C(C=C2)C2=CC=C(C=C2)S(=O)(=N)[C@@H]2CC[C@H](CC2)NC2=NC=C(C=C2)S(F)(F)(F)(F)F {4-[3-(propan-2-yl)-[1,2,4]triazolo[4,3-a]pyridin-6-yl]phenyl}[trans-4-{[5-(pentafluoro-λ6-sulfanyl)pyridin-2-yl]amino}cyclohexyl](imino)-λ6-sulfanone